C1(CC1)CN1CC2=C(N=C(N=C2OCC2=NC=C(C=C2)C(F)(F)F)C)CC1 6-(cyclopropylmethyl)-2-methyl-4-((5-(trifluoromethyl)pyridin-2-yl)methoxy)-5,6,7,8-tetrahydropyrido[4,3-d]pyrimidine